4-(6-(4-(3-hydroxy-3-methylbutyryl)-4,7-diazaspiro[2.5]oct-7-yl)pyridin-3-yl)-6-(1-methyl-1H-pyrazol-4-yl)pyrazolo[1,5-a]pyridine-3-carbonitrile OC(CC(=O)N1C2(CC2)CN(CC1)C1=CC=C(C=N1)C=1C=2N(C=C(C1)C=1C=NN(C1)C)N=CC2C#N)(C)C